(R)-N-(2,5-dimethoxyphenyl)-3-(2-fluoro-4-methylphenyl)-3-(thiazol-2-yl)pyrrolidine-1-carboxamide COC1=C(C=C(C=C1)OC)NC(=O)N1C[C@](CC1)(C=1SC=CN1)C1=C(C=C(C=C1)C)F